FC(C(=O)N)(C1=CC(=CC=C1)CCO)F difluoro-2-(3-(2-hydroxyethyl)phenyl)acetamide